ClCC(=O)NCC1CCN(CC1)C(=O)C1(CCN(CC1)C(=O)OC(C)(C)C)NC1=CC=C(C=C1)Cl tert-butyl 4-(4-((2-chloroacetamido)methyl)piperidine-1-carbonyl)-4-((4-chlorophenyl)amino)piperidine-1-carboxylate